((5-iodo-1-methyl-1H-1,2,4-triazol-3-yl)methoxy)methyl-N-(1-methyl-1H-tetrazol-5-yl)-6-(trifluoromethyl)nicotinamide IC1=NC(=NN1C)COCC1=C(C(=O)NC2=NN=NN2C)C=CC(=N1)C(F)(F)F